C(C)(C)(C)OC(=O)N1CC(CC1)C1=CC(=C(C=C1)C=1N=C2SC3=C(N2C1)C=C(C(=C3)C(=O)O)OC)F 2-(4-(1-(tert-butoxycarbonyl)pyrrolidin-3-yl)-2-fluorophenyl)-6-methoxybenzo[d]imidazo[2,1-b]thiazole-7-carboxylic acid